4-[3-[2,6-Dichloro-4-(3-hydroxyazetidin-1-yl)benzoyl]-2,4-dihydro-1,3-benzoxazin-8-yl]-5-fluoro-2-(3-oxa-8-azabicyclo[3.2.1]octan-8-yl)benzoic acid ClC1=C(C(=O)N2COC3=C(C2)C=CC=C3C3=CC(=C(C(=O)O)C=C3F)N3C2COCC3CC2)C(=CC(=C1)N1CC(C1)O)Cl